(2R,6S)-N-{2-[(5-chlorothiophen-2-yl)methyl]-2-azaspiro[3.3]heptan-6-yl}-2,6-dimethyl-4-[5-(trifluoromethyl)pyrimidin-2-yl]piperazine-1-carboxamide ClC1=CC=C(S1)CN1CC2(C1)CC(C2)NC(=O)N2[C@@H](CN(C[C@@H]2C)C2=NC=C(C=N2)C(F)(F)F)C